2-(((3-(tert-butyl)-2-oxooxazolidin-5-yl)methoxy)methyl)-N-(1-methyl-1H-tetrazol-5-yl)-6-(trifluoromethyl)nicotinamide C(C)(C)(C)N1C(OC(C1)COCC1=C(C(=O)NC2=NN=NN2C)C=CC(=N1)C(F)(F)F)=O